(4-bromo-2,5-dimethoxyphenyl)(methyl)sulfane BrC1=CC(=C(C=C1OC)SC)OC